acryloyloxy undecylthiophosphate C(CCCCCCCCCC)S=P(OOC(C=C)=O)([O-])[O-]